[N+](=O)([O-])C1=CC=C(C=N1)N1N=C(C=C1)C(F)(F)F 1-(6-nitro-3-pyridyl)-3-(trifluoromethyl)pyrazole